C(C=C)(=O)N1CCN(CC1)C1=CC(=C(C=C1)NC=1N=CC=2N(C(C3=C(N(C2N1)C)SC(=N3)C)=O)C)OC 6-((4-(4-acryloylpiperazin-1-yl)-2-methoxyphenyl)amino)-2,4,9-trimethyl-4,9-dihydro-10H-pyrimido[5,4-b]thiazolo[5,4-e][1,4]diazepin-10-one